7-bromo-N-(2-methylbiphenyl-3-yl)pyrido[3,2-d]Pyrimidine-4-amine BrC1=CC=2N=CN=C(C2N=C1)NC=1C(=C(C=CC1)C1=CC=CC=C1)C